NC1=CC=C2C(=N1)CC1(OC2=O)CC1 Aminospiro[cyclopropane-1,7'-pyrano[4,3-b]pyridine]-5'(8'H)-one